Br/C(=C/C1=CC(=C2C(N(C(C2=C1)=O)CC1=CC=C(C=C1)OC)C1=C(C=CC(=C1)F)Cl)NC(C1=CC(=CC(=C1)C(F)(F)F)F)=O)/F (E)-N-(6-(2-bromo-2-fluorovinyl)-3-(2-chloro-5-fluorophenyl)-2-(4-methoxybenzyl)-1-oxoisoindolin-4-yl)-3-fluoro-5-(trifluoromethyl)benzamide